OC1=CC=C(CN2C(C=3C=NC=CC3C2)=O)C=C1 2-(4-hydroxybenzyl)-1,2-dihydro-3H-pyrrolo[3,4-c]pyridin-3-one